5-(5-(3-benzyl-1-((2-methyl-2H-1,2,3-triazol-4-yl)sulfonyl)pyrrolidin-3-yl)-6-methyl-1H-indazol-1-yl)-3-ethyl-1-methylpyridin-2(1H)-one C(C1=CC=CC=C1)C1(CN(CC1)S(=O)(=O)C1=NN(N=C1)C)C=1C=C2C=NN(C2=CC1C)C=1C=C(C(N(C1)C)=O)CC